3-methyl-8-[methyl-(prop-2-enyl)amino]-2H-benzo[g]benzopyran-2-one CC=1C(OC2=C(C1)C=C1C(=C2)C=C(C=C1)N(CC=C)C)=O